2-(2-cyanopropan-2-yl)-N-(6-(7-(methylamino)-1,6-naphthyridin-3-yl)pyridazin-4-yl)isonicotinamide C(#N)C(C)(C)C=1C=C(C(=O)NC2=CN=NC(=C2)C=2C=NC3=CC(=NC=C3C2)NC)C=CN1